(hydroxymethyl)tetrahydro-2H-pyran-4-yl dihydrogen phosphate P(=O)(OC1CC(OCC1)CO)(O)O